C(C)(=O)[O-].[Ru+3].C(C)(=O)[O-].C(C)(=O)[O-] ruthenium acetate salt